C(C)S(=O)(=O)N 1-ethylsulfonamide